OC[C@]12[C@H](N(C(CC1)=O)C)CCC2 (4aS,7aR)-4a-(hydroxymethyl)-1-methyl-octahydro-1H-cyclopenta[b]pyridin-2-one